OC1(CC(=NC=C1)C(=O)NS(=O)(=O)C1=CC=CC2=CC=CC=C12)C(=O)N 4-hydroxy-N2-(naphthalen-1-ylsulfonyl)pyridine-2,4-diamide